COC(COC)C=1C(=C2C(=NN(C2=CC1)C)N)OC 5-(1,2-Dimethoxyethyl)-4-methoxy-1-methyl-indazol-3-amine